(2-(methylcarbamoyl)-4-(trifluoromethyl)phenyl)carbamic acid tert-butyl ester C(C)(C)(C)OC(NC1=C(C=C(C=C1)C(F)(F)F)C(NC)=O)=O